(4-(2-ethoxy-2-oxoethoxy))piperidine C(C)OC(COC1CCNCC1)=O